4-[1-[(3,3-difluorocyclobutyl)methyl]-3-[1-(2,2,2-trifluoroethyl)pyrazol-4-yl]pyrrolo[3,2-b]pyridin-6-yl]-3,5-dimethyl-isoxazole FC1(CC(C1)CN1C=C(C2=NC=C(C=C21)C=2C(=NOC2C)C)C=2C=NN(C2)CC(F)(F)F)F